C(#C)C1=C(C(N(C=2N=C(N=CC21)NC2=CC=C(C=C2)N2CCN(CC2)C)CC=2N(N=CC2)C)=O)C 5-ethynyl-6-methyl-2-{[4-(4-methylpiperazin-1-yl)phenyl]amino}-8-[(2-methylpyrazol-3-yl)methyl]pyrido[2,3-d]pyrimidin-7-one